5-(4-aminopiperidin-1-yl)-2-(3-hydroxypiperidin-1-yl)thiazolo[4,5-b]pyridin NC1CCN(CC1)C1=CC=C2C(=N1)N=C(S2)N2CC(CCC2)O